4-Bromo-3-fluoro-1-methyl-1H-indole BrC1=C2C(=CN(C2=CC=C1)C)F